O[C@H]1CCN(CCC1)C1=C(C=C(C=C1)C(F)(F)F)NC(=O)C1=NC=CC=C1 (R)-N-(2-(4-hydroxyazepan-1-yl)-5-(trifluoromethyl)-phenyl)pyridinecarboxamide